tributylamine C(CCC)N(CCCC)CCCC